NC=1C(=NN(C1)C1CCN(CC1)C(=O)OC(C)(C)C)C(F)F tert-Butyl 4-(4-amino-3-(difluoromethyl)-1H-pyrazol-1-yl)piperidine-1-carboxylate